ls-2,2-dimethylbutane CC(C)(CC)C